2-(difluoromethylene)tetrahydro-1H-pyrrole FC(=C1NCCC1)F